CO[SiH](O[SiH](O[Si](O[Si](O[Si](O[SiH](C)C)(C)C)(C)C)(C)C)C)OC 1-dimethoxysiloxy-1,3,3,5,5,7,7,9,9-nonamethylpentasiloxane